Ethylitaconimide C(C)C=C1C(=O)NC(C1)=O